[Cl-].C[NH+](OC)CC1=CC=CC=C1 methylbenzyl-methoxyammonium chloride